N-[(1S)-1-(dicyclopropylmethyl)-2-[[1-[(6-fluoro-2-methoxy-3-pyridyl)methyl]pyrazol-4-yl]amino]-2-oxo-ethyl]-2-isopropyl-pyrazole-3-carboxamide C1(CC1)C([C@@H](C(=O)NC=1C=NN(C1)CC=1C(=NC(=CC1)F)OC)NC(=O)C=1N(N=CC1)C(C)C)C1CC1